7-(((1-trityl-1H-imidazol-4-yl)methoxy)methyl)imidazo[1,2-a]pyridine-3-carboxylate C(C1=CC=CC=C1)(C1=CC=CC=C1)(C1=CC=CC=C1)N1C=NC(=C1)COCC1=CC=2N(C=C1)C(=CN2)C(=O)[O-]